C(C)(C)(C)OC(NC1CCC(CC1)(O)C(CO)(F)F)=O (4-(1,1-difluoro-2-hydroxyethyl)-4-hydroxycyclohexyl)carbamic acid tert-butyl ester